CP(=O)(C)C1=C(C=CC=C1)NC1=NC(=NC=C1C(=O)NC)NC1=CC=C(C=C1)C(NOC)=O 4-((2-(dimethylphosphoryl)phenyl)amino)-2-((4-(methoxycarbamoyl)phenyl)amino)-N-methylpyrimidine-5-carboxamide